hydroxyethyl-ethylenediamine hydrochloride Cl.OCCNCCN